COC(=O)[C@@H]1[C@H](C1)C1=CC(=CC=C1)Cl.NCCNCCC[SiH](OC)OC |r| 3-(2-aminoethylamino)propyldimethoxysilane rac-Methyl-(1S*,2S*)-2-(3-chlorophenyl)cyclopropane-1-carboxylate